FC=1C(=CC2=C(CN(CCC2)C2=CC(=C(C(=C2)C)NC(CC(C)(C)C)=O)C)C1)O[C@H](C(F)(F)F)C (S)-N-(4-(8-fluoro-7-((1,1,1-trifluoropropan-2-yl)oxy)-1,3,4,5-tetrahydro-2H-benzo[c]azepin-2-yl)-2,6-dimethylphenyl)-3,3-dimethylbutanamide